BrC1=CC=C2C(=NN(C2=C1)C1OCC1)F 6-bromo-3-fluoro-1-(oxetan-2-yl)indazole